COC1=CC=C(C=C1)C(/C=C/C(=O)N1CCN(CC1)C=1C=C(C=C2C(N(C=3N(C12)[C@@H](CN3)C)C)=O)S(=O)(=O)NC3(CC3)C)=O (1R)-9-{4-[(2E)-4-(4-methoxyphenyl)-4-oxobut-2-enoyl]piperazin-1-yl}-1,4-dimethyl-N-(1-methylcyclopropyl)-5-oxo-1H,2H-imidazo[1,2-a]quinazoline-7-sulfonamide